[Pd+2].N1=CC=C(C=C1)C=1C2=CC=C(N2)C(=C2C=CC(C(=C3C=CC(=C(C=4C=CC1N4)C4=CC=NC=C4)N3)C3=CC=NC=C3)=N2)C2=CC=NC=C2 5,10,15,20-tetra(4-pyridyl)porphyrin palladium (II)